methylenepyridinium chloride [Cl-].C=[N+]1CC=CC=C1